COC(=O)C=1N=C(SC1)C1=NC(=CN=C1)C1=CC(=C(C=C1)OC)OC 2-(6-(3,4-dimethoxyphenyl)pyrazin-2-yl)thiazole-4-carboxylic acid methyl ester